[Si](C1=CC=CC=C1)(C1=CC=CC=C1)(C(C)(C)C)OC[C@@H]1[C@@H](C=C[C@H](O1)C1=C(C=CC=C1)C)O (1S)-1,5-anhydro-2,3-dideoxy-6-O-(tert-butyldiphenylsilyl)-1-C-(o-tolyl)-D-threo-hex-2-enitol